OCCOCCOCCCC(C(C#N)=CC1=CC2=CC=C(C=C2C=C1)N1CCCCC1)=O 6-(2-(2-hydroxyethoxy)ethoxy)-3-oxo-2-((6-(piperidin-1-yl)naphthalen-2-yl)methylene)hexanenitrile